C(C)OC(=O)C=1C=NN2C1N=C(C=C2)N2C(COCC2)C=2C(=NC=C(C2)F)OC 5-(3-(5-fluoro-2-methoxypyridin-3-yl)morpholinyl)pyrazolo[1,5-a]pyrimidine-3-carboxylic acid ethyl ester